CN(C)C.C(=CC1=CC=CC=C1)S(=O)(=O)O styrenesulfonic acid trimethylamine salt